C(C1=CC=CC=C1)C=1N(C=2C(=C3CC[C@@H](NC3=CC2)C)N1)[C@@H](C)[C@H]1CNCCC1 (7S)-2-Benzyl-7-methyl-3-[(1S)-1-[(3R)-piperidin-3-yl]ethyl]-3H,6H,7H,8H,9H-imidazo[4,5-f]chinolin